(3S,5S,8R,9R,10S,13R,14S,17R)-3-ethyl-13-methyl-l-7-((2R,5S)-6,6,6-trifluoro-5-hydroxy-5-methylhexan-2-yl)hexadecahydro-1H-cyclopenta[a]phenanthren-3-ol C(C)[C@@]1(CC[C@@H]2[C@H]3CC[C@]4(CCC[C@H]4[C@@H]3C(C[C@H]2C1)[C@H](C)CC[C@](C(F)(F)F)(C)O)C)O